CC1(CN(C=2C=C3C(=NC21)CCC3)C3=NC(=NC=C3)NC3=C(C=C(C(=C3)[N+](=O)[O-])N(C)CCN(C)C)OC)C N1-(4-(3,3-dimethyl-3,5,6,7-tetrahydrocyclopenta[b]pyrrolo[2,3-e]pyridin-1(2H)-yl)pyrimidin-2-yl)-N4-(2-(dimethylamino)ethyl)-2-methoxy-N4-methyl-5-nitrobenzene-1,4-diamine